C(C1=CC=CC=C1)N1CCC(CC1)O[Si](C)(C)C(C)(C)C 1-benzyl-4-(tert-butyldimethylsilyloxy)piperidine